N1=CN(C=2C=NC=CC21)C[C@@]2(C[C@]1(CN(C(C1=O)=O)C1=NC=C(N=C1)C(C)(C)O)CCC2)C (5S,7S)-7-((3H-imidazo[4,5-c]pyridin-3-yl)methyl)-3-(5-(2-hydroxypropan-2-yl)Pyrazin-2-yl)-7-methyl-1-oxo-3-azaspiro[4.5]decan-2-one